N-[5-({4-[(2S)-2-{[7-(trifluoromethyl)thieno[3,2-d]pyrimidin-4-yl]amino}propyl]piperazin-1-yl}sulfonyl)-1,3-thiazol-2-yl]acetamide FC(C1=CSC2=C1N=CN=C2N[C@H](CN2CCN(CC2)S(=O)(=O)C2=CN=C(S2)NC(C)=O)C)(F)F